tris(2-(4-morpholinyl)butyl)amine N1(CCOCC1)C(CN(CC(CC)N1CCOCC1)CC(CC)N1CCOCC1)CC